octadecadien-1-yl-1,3-dioxolane-4-ethanamine C(=CC=CCCCCCCCCCCCCCC)C1OCC(O1)CCN